4-amino-N-(cyclopropylmethyl)-1-methyl-N-((5-(trifluoromethyl)pyridin-2-yl)methyl)imidazo[1,5-a]quinoxaline-8-carboxamide NC=1C=2N(C3=CC(=CC=C3N1)C(=O)N(CC1=NC=C(C=C1)C(F)(F)F)CC1CC1)C(=NC2)C